C(CCCCCCCCCCCCCCC)OC1=CC=C(C=C1)N=NC1=CC=C(C=C1)OCCCCCCCCCCCCCCCC 4,4'-bis(hexadecyloxy)azobenzene